5-methylisoquinoline nitrogen [N].CC1=C2C=CN=CC2=CC=C1